C(C=C)C1=CC=2N(C=3C=CC=CC3C2N=C1)C 3-allyl-5-methyl-5H-pyrido[3,2-b]indole